3,6-dibromo-9-(pyridin-4-yl)-9H-carbazole BrC=1C=CC=2N(C3=CC=C(C=C3C2C1)Br)C1=CC=NC=C1